C(C)N1C=NC2=C1N=NC=C2C=2C=CC(=C(C2)C2=CC1=C(N(CO1)C(C)C)C=C2OC)F 6-(5-(7-ethyl-7H-imidazo[4,5-c]pyridazin-4-yl)-2-fluorophenyl)-3-isopropyl-5-methoxyBenzo[d]oxazole